CC(C(=O)O)CCCCCCCCCC(CC)C 2,12-dimethyl-tetradecanoic acid